C12CN(CC(C1)C2)C2=CC(=NC=C2)N2CC[C@H]1N(CCC[C@H]12)C=1C=C(C(=O)OC)C=C(C1)F methyl 3-[(3aR,7aR)-1-(4-{3-azabicyclo[3.1.1]heptan-3-yl}pyridin-2-yl)-hexahydro-2H-pyrrolo[3,2-b]pyridin-4-yl]-5-fluorobenzoate